methyl 3-(2-((tert-butoxycarbonyl)imino)-4,4-diethyl-6-oxotetrahydropyrimidin-1(2H)-yl)-2-(methoxymethyl)-2-methyl-2,3-dihydrobenzofuran-5-carboxylate C(C)(C)(C)OC(=O)N=C1N(C(CC(N1)(CC)CC)=O)C1C(OC2=C1C=C(C=C2)C(=O)OC)(C)COC